3-[2-(1-Tert-butyl-1,3-benzodiazol-5-yl)ethynyl]-1-[(3S,5R)-5-(methoxymethyl)-1-(prop-2-enoyl)pyrrolidin-3-yl]-5-(methylamino)pyrazole-4-carboxamide C(C)(C)(C)N1C=NC2=C1C=CC(=C2)C#CC2=NN(C(=C2C(=O)N)NC)[C@@H]2CN([C@H](C2)COC)C(C=C)=O